2-[4-[3-(2,4-dioxohexahydropyrimidin-1-yl)-5-fluoro-1-methyl-indazol-6-yl]-3,3-difluoro-1-piperidyl]acetic acid hydrochloride Cl.O=C1N(CCC(N1)=O)C1=NN(C2=CC(=C(C=C12)F)C1C(CN(CC1)CC(=O)O)(F)F)C